BrC1(C(=C(C(=C2N=NN=C21)Br)Br)Br)[C@@H](C(COC(CCCCCCCCCCCCCCCCC)=O)O)O.O2N=C(C1=C2C=CC=C1)C(CCC)S(=O)(=O)N 1-(1,2-benzoxazol-3-yl)butane-1-sulfonamide L-4,5,6,7-tetrabromobenzotriazoleGlycerylStearate